3-(4-(1,1-difluoroethyl)phenyl)azetidine 4-methylbenzenesulfonate CC1=CC=C(C=C1)S(=O)(=O)O.FC(C)(F)C1=CC=C(C=C1)C1CNC1